azido-6-bromopyridine N(=[N+]=[N-])C1=NC(=CC=C1)Br